CC1=COC(O1)=O 5-methyl-dioxol-2-one